COC1(OC(C=C1)OC)C(O)C1=CC=C(C=C1)C(C)(C)C (2,5-dimethoxy-2,5-dihydrofuran-2-yl)(4-tert-butylphenyl)methanol